C1(=CC=CC=C1)CN1CCC(CC1)C1=NC(=NN1)CC1=CC=CC=C1 1-(phenylmethyl)-4-[3-(phenylmethyl)-1H-1,2,4-triazol-5-yl]-piperidine